(E)-1-[4-[3,4-Dihydroxy-6-[(1,2,3-trihydroxy-4-methoxypentoxy)methyl]oxan-2-yl]oxy-2-hydroxy-6-methoxyphenyl]-3-(3-hydroxy-4-methoxyphenyl)prop-2-en-1-one OC1C(OC(CC1O)COC(C(C(C(C)OC)O)O)O)OC1=CC(=C(C(=C1)OC)C(\C=C\C1=CC(=C(C=C1)OC)O)=O)O